FC=1C=2N(C=C(C1)O)C=C(N2)C 8-fluoro-2-methyl-imidazo[1,2-a]pyridine-6-ol